NCCOCC(=O)NC=1C=C2CN(C(C2=CC1)=O)C1C(NC(CC1)=O)=O 2-(2-aminoethoxy)-N-(2-(2,6-dioxopiperidin-3-yl)-1-oxoisoindolin-5-yl)acetamide